NC=1C=C(C(=NC1)S(=O)(=O)NC=1SC(=C(N1)C1=CC(=C(C=C1)C1CC1)F)F)C 5-amino-N-(4-(4-cyclopropyl-3-fluorophenyl)-5-fluorothiazol-2-yl)-3-methylpyridine-2-sulfonamide